1-[(3R)-3-{[5-(1,2,3-benzotriazole-1-carbonyl)-2-(methylsulfanyl)pyrimidin-4-yl]amino}piperidin-1-yl]propan-1-one N1(N=NC2=C1C=CC=C2)C(=O)C=2C(=NC(=NC2)SC)N[C@H]2CN(CCC2)C(CC)=O